(R or S)-2-methoxy-N,N-dimethyl-4-(4-(1-(3,3,3-trifluoro-2-hydroxy-2-(3-methoxyphenyl)propanoyl)piperidin-4-yl)butoxy)benzamide COC1=C(C(=O)N(C)C)C=CC(=C1)OCCCCC1CCN(CC1)C([C@@](C(F)(F)F)(C1=CC(=CC=C1)OC)O)=O |o1:25|